ClC1=NC(=CC=C1C#N)C(F)(F)F 2-chloro-6-(trifluoromethyl)pyridine-3-carbonitrile